N[C@@H]1CN(CC[C@@H]1C)C(=O)C1=CC2=C(N(C(=N2)C=2N(C3=CC=CC=C3C2)CC)C)C=C1 |r| (+/-)-cis-(3-Amino-4-methylpiperidin-1-yl)(2-(1-ethyl-1H-indol-2-yl)-1-methyl-1H-benzo[d]imidazol-5-yl)methanone